C([C@H]([C@H]([C@H](C=O)O)O)O)O D(-)-ribose